FC1=CC(=C(C(=O)O)C=C1)NCC=1OC=CC1 4-Fluoro-2-((furan-2-ylmethyl)amino)benzoic Acid